BrC1=CC=C(CN2CCN(CC2)C)C=C1 1-(4-bromobenzyl)-4-methylpiperazine